C(#C)C1=CC(N(C=2N=C(N=CC21)NC2=CC(=C(C=C2)N2CCN(CC2)C)OCCC2=NN(C=C2)C)C)=O 5-ethynyl-8-methyl-2-((3-(2-(1-methyl-1H-pyrazol-3-yl)ethoxy)-4-(4-methylpiperazin-1-yl)phenyl)amino)pyrido[2,3-d]pyrimidin-7(8H)-one